2-([1-[(2-Cyclopropoxyphenyl)methyl]-5-(3-methoxyphenyl)-1H-pyrazol-3-yl]methoxy)-2-methylpropanoic acid C1(CC1)OC1=C(C=CC=C1)CN1N=C(C=C1C1=CC(=CC=C1)OC)COC(C(=O)O)(C)C